CC(C1CO1)C 1,2-epoxy-3-Methylbutane